O=C1NC(CCC1N1C(C2=CC=C(C=C2C1=O)N1CCC(CC1)C(=O)N1CCC(CC1)CC1CCN(CC1)C(=O)OC(C)(C)C)=O)=O tert-butyl 4-[[1-[1-[2-(2,6-dioxo-3-piperidyl)-1,3-dioxo-isoindolin-5-yl]piperidine-4-carbonyl]-4-piperidyl]methyl]piperidine-1-carboxylate